2-[6-(3-methylpiperazin-1-yl)pyridazin-3-yl]-5-{[(3-methyl-1H-pyrazol-4-yl)methyl]Amino}pyridin-3-ol CC1CN(CCN1)C1=CC=C(N=N1)C1=NC=C(C=C1O)NCC=1C(=NNC1)C